1-[1,3-dimethyl-1H-thieno[2,3-c]pyrazol-5-yl]ethan-1-one CN1N=C(C2=C1SC(=C2)C(C)=O)C